(E)-2-(3-bromo-4-methoxyphenylvinyl)-N-(2-(2-fluoroethoxy)ethyl)-5-methylbenzo[d]thiazol-6-amine BrC=1C=C(C=CC1OC)/C=C/C=1SC2=C(N1)C=C(C(=C2)NCCOCCF)C